3-fluoro-4-((6-methylpyridin-2-yl)oxy)phenyl-7,8-dihydro-6H-imidazo[1',2':1,5]pyrrolo[2,3-d]pyrimidine FC=1C=C(C=CC1OC1=NC(=CC=C1)C)C=1N=CC2=C(N1)N1C(=C2)NCC1